para-octylphenyltrithiophosphite C(CCCCCCC)C1=CC=C(C=C1)SP([S-])[S-]